O(C1=CC=CC=C1)C1=CC=C(C=C1)C1=NN2C(NCC3C2CN(C3)C(=O)N3N=CN=C3)=C1C(=O)N 2-(4-phenoxyphenyl)-7-(1H-1,2,4-triazole-1-carbonyl)-5,5a,6,7,8,8a-hexahydro-4H-pyrazolo[1,5-a]pyrrolo[3,4-e]pyrimidine-3-carboxamide